ClC1=CC(=NC(=C1O)Cl)C(=O)NC1=C(N=CS1)C(=O)NC1(CC1)C1=C(C=CC=C1)C(F)(F)F 5-(4,6-dichloro-5-hydroxypicolinamido)-N-(1-(2-(trifluoromethyl)phenyl)cyclopropyl)thiazole-4-carboxamide